C1(CCCCC1)CNCC=C N-(cyclohexylmethyl)Prop-2-en-1-ylamine